(acetoxy) (phenyl)-iodoacetate C1(=CC=CC=C1)C(C(=O)OOC(C)=O)I